3-cyclopropoxy-1-(2,2-difluoroethyl)-4-nitro-1H-pyrazole C1(CC1)OC1=NN(C=C1[N+](=O)[O-])CC(F)F